C(C1=CC=CC=C1)OCCN1N=C(C=C1C(=O)N[C@H](C(=O)OCC)C(C)C)C1=CC(=CC=C1)C=1OC(=CN1)C(NC(CC)CC)=O (S)-ethyl 2-(1-(2-(benzyloxy)ethyl)-3-(3-(5-(pentan-3-ylcarbamoyl)oxazol-2-yl)phenyl)-1H-pyrazole-5-carboxamido)-3-methylbutanoate